5-((2-(4-((tert-butoxycarbonyl)amino)butoxy)ethyl)amino)benzo[c][2,6]naphthyridine-8-carboxylic acid C(C)(C)(C)OC(=O)NCCCCOCCNC1=NC2=C(C3=CN=CC=C13)C=CC(=C2)C(=O)O